C(C)C1=C(C=CC=C1)B(O)O (2-ethylphenyl)boronic acid